(R)-N-(1-(4-fluorophenyl)ethyl)-5-(5-(2,2,2-trifluoroethyl)pyridin-3-yl)pyrazin-2-amine FC1=CC=C(C=C1)[C@@H](C)NC1=NC=C(N=C1)C=1C=NC=C(C1)CC(F)(F)F